C1=CSC=C1C=O The molecule is an aldehyde that is thiophene substituted by a formyl group at position 3. It has a role as a metabolite. It is an aldehyde and a member of thiophenes. It derives from a hydride of a thiophene.